3,3-diethoxypropyl-phosphonic acid dimethyl ester COP(OC)(=O)CCC(OCC)OCC